OC1=C(C(=O)NC2=C(C=CC=C2)OCCOC2=C(C(=CC=C2)O)OC[C@@H]2[C@H]([C@@H]([C@H](C(C2)O)O)O)O)C=CC=C1O 2,3-dihydroxy-N-(2-(2-(3-hydroxy-2-(((1R,2R,3S,4S)-2,3,4,5-tetrahydroxycyclohexyl)methoxy)phenoxy)ethoxy)phenyl)benzamide